6-chloro-8-fluoro-2H-benzo[b][1,4]oxazin-3(4H)-one ClC1=CC2=C(OCC(N2)=O)C(=C1)F